C(#N)C1=CC(=C(CSC2=CC=CC(=N2)C=2CCN(CC2)C(=O)[O-])C=C1)F 6-((4-cyano-2-fluorobenzyl)thio)-3',6'-dihydro-[2,4'-bipyridine]-1'(2'H)-carboxylate